C(\C=C\C(=O)O)(=O)O.COC=1C=CC2=C(CN(CCS2)CC2=CC=C(C(=O)O)C=C2)C1.COC=1C=CC2=C(CN(CCS2)CC2=CC=C(C(=O)O)C=C2)C1 4-[(7-methoxy-2,3-dihydro-1,4-benzothiazepine-4(5H)yl)methyl]Benzoic acid hemifumarate